ClC1=CC=C(C(=N1)C(=O)NS(=O)(=O)C)N[C@H](C)C=1C=C(C=C2C(C(=C(OC12)C1=CC=C2C=CNC2=C1)C)=O)C 6-chloro-3-[[(1R)-1-[2-(1H-indol-6-yl)-3,6-dimethyl-4-oxo-chromen-8-yl]ethyl]amino]-N-methylsulfonyl-pyridine-2-carboxamide